2-((4-hydroxy-6-methylpyridin-3-yl)methyl)-6-(2-(2,2,2-trifluoroethoxy)pyrimidin-5-yl)pyridazin-3(2H)-one OC1=C(C=NC(=C1)C)CN1N=C(C=CC1=O)C=1C=NC(=NC1)OCC(F)(F)F